4-((2-(7-(aminomethyl)-7-phenyl-3-azabicyclo[4.1.0]heptan-3-yl)-1H-imidazo[4,5-b]pyrazin-5-yl)thio)-3-chloropyridin-2-amine NCC1(C2CCN(CC12)C1=NC=2C(=NC=C(N2)SC2=C(C(=NC=C2)N)Cl)N1)C1=CC=CC=C1